(2R,3R,4S)-2-(6-chloro-2-(hex-1-yn-1-yl)-8-(1-methyl-1H-imidazol-2-yl)-9H-purin-9-yl)tetrahydrothiophene-3,4-diyl diacetate C(C)(=O)O[C@H]1[C@@H](SC[C@H]1OC(C)=O)N1C2=NC(=NC(=C2N=C1C=1N(C=CN1)C)Cl)C#CCCCC